5-[7-[4-fluoro-2-(2-methoxyethoxy)phenyl]-4-(1,2,3,4-tetrahydroisoquinolin-6-yl)thieno[3,2-c]pyridin-6-yl]-3-(1-prop-2-enoylpyrrolidin-3-yl)-1H-pyridin-2-one FC1=CC(=C(C=C1)C=1C2=C(C(=NC1C=1C=C(C(NC1)=O)C1CN(CC1)C(C=C)=O)C=1C=C3CCNCC3=CC1)C=CS2)OCCOC